CN1N=C2C(CN(C=3C(=NC=CC23)NC2=C(N=NC(=C2)NC(=O)[C@H]2[C@H](C2)F)C(=O)NC([2H])([2H])[2H])C)=N1 ((2,5-dimethyl-4,5-dihydro-2H-[1,2,3]triazolo[4,5-c][1,7]naphthyridin-6-yl)amino)-6-((1S,2S)-2-fluorocyclopropane-1-carboxamido)-N-(methyl-d3)pyridazine-3-carboxamide